FC(C1=C(C=C(C=C1)F)[C@@H]1N(CCC1)C1=NC=2N(C=C1)N=CC2)F 5-((R)-2-(2-(difluoromethyl)-5-fluorophenyl)pyrrolidin-1-yl)pyrazolo[1,5-a]pyrimidin